2-(5-bromo-2-thienyl)ethynyl-trimethyl-silane BrC1=CC=C(S1)C#C[Si](C)(C)C